3-[(5-bromo-2-chloro-4-pyridyl)oxy]butoxy-tert-butyl-dimethyl-silane BrC=1C(=CC(=NC1)Cl)OC(CCO[Si](C)(C)C(C)(C)C)C